N1C(=NC=C1)NC(NC=1NC=CN1)=O diimidazolyl-urea